(1S,4S)-N1,N1-dimethyl-N4-(2-(3-((4-(methyl-sulfonyl)-2-(trifluoro-methoxy)phenyl)amino)prop-1-yn-1-yl)-1-(2,2,2-trifluoroethyl)-1H-indol-4-yl)cyclohexane-1,4-diamine CN(C1CCC(CC1)NC1=C2C=C(N(C2=CC=C1)CC(F)(F)F)C#CCNC1=C(C=C(C=C1)S(=O)(=O)C)OC(F)(F)F)C